1-([1,1'-biphenyl]-2-yl)-3-bromo-7-(tert-butyl)pyrene C1(=C(C=CC=C1)C1=CC(=C2C=CC3=CC(=CC4=CC=C1C2=C34)C(C)(C)C)Br)C3=CC=CC=C3